2-(3,4-methylenedioxyphenyl)-indazol-3-one C1OC=2C=C(C=CC2O1)N1NC2=CC=CC=C2C1=O